NC[C@]1([C@H]2[C@@H]3C[C@@H](CC[C@H]13)C2)CC(=O)[O-] ((1R,2R,3S,6R,8R)-2-(aminomethyl)tricyclo[4.2.1.03,8]nonan-2-yl)acetate